COC1=C(CNC=2C=3N(C=CN2)C(=C(C3)C3=CC=C(C=C3)[N+](=O)[O-])C)C=CC(=C1)OC N-(2,4-dimethoxybenzyl)-6-methyl-7-(4-nitrophenyl)pyrrolo[1,2-a]pyrazin-1-amine